4-(7-(1-cyclopropyl-1H-pyrazol-4-yl)imidazo[1,2-a]pyridin-3-yl)-2,6-dimethoxybenzoyl-hydrazine C1(CC1)N1N=CC(=C1)C1=CC=2N(C=C1)C(=CN2)C2=CC(=C(C(=O)NN)C(=C2)OC)OC